monomyristoyl ether C(CCCCCCCCCCCCC)(=O)OC(CCCCCCCCCCCCC)=O